tert-Butyl (5S,8S,11S)-8-(2-(tert-butoxy)-2-oxoethyl)-5-(naphthalen-2-ylmethyl)-3,6,9-trioxo-1-phenyl-11-((3-(trifluoromethoxy)phenyl)carbamoyl)-2-oxa-4,7,10-triazatetradecan-14-oate C(C)(C)(C)OC(C[C@H](NC([C@@H](NC(OCC1=CC=CC=C1)=O)CC1=CC2=CC=CC=C2C=C1)=O)C(N[C@@H](CCC(=O)OC(C)(C)C)C(NC1=CC(=CC=C1)OC(F)(F)F)=O)=O)=O